NC1=C(C(=NN1C[C@H]1N(CC[C@@H](C1)C)C(=O)N1C=NN=C1)C1=CC=C(C=C1)CNC(C1=C(C=CC(=C1)F)OC)=O)C(=O)N 5-amino-3-(4-((5-fluoro-2-methoxybenzamido)methyl)phenyl)-1-(((2S,4S)-4-methyl-1-(4H-1,2,4-triazole-4-carbonyl)piperidin-2-yl)methyl)-1H-pyrazole-4-carboxamide